C(CCC(=O)NC1=CC=CC=C1)(=O)O SUCCINANILIC ACID